N1N=CN=C1 1H-[1,2,4]-triazole